C1OB(CC12CNCCC2)O 2-oxa-7-aza-3-boraspiro[4.5]decan-3-ol